4-(((cis)-3-(2-(4-methylpiperidin-1-yl)-2-oxoethyl)cyclobutyl)amino)-1H-pyrrolo[2,3-B]pyridine-5-carbonitrile CC1CCN(CC1)C(C[C@H]1C[C@H](C1)NC1=C2C(=NC=C1C#N)NC=C2)=O